methoxymethyl 4-((4-(benzyloxy)-2-methoxy-6-methylbenzoyl)oxy)-2-hydroxy-3,5,6-trimethylbenzoate C(C1=CC=CC=C1)OC1=CC(=C(C(=O)OC2=C(C(=C(C(=O)OCOC)C(=C2C)C)O)C)C(=C1)C)OC